(7'-(3-((tetrahydro-2H-pyran-4-yl)oxy)phenyl)-6',7'-dihydrospiro[cyclopropane-1,5'-pyrrolo[2,3-d]pyrimidin]-2'-yl)methanol O1CCC(CC1)OC=1C=C(C=CC1)N1CC2(C3=C1N=C(N=C3)CO)CC2